(1S,3S,5R)-N-(2-methoxyethyl)-3-methyl-5-(8-(trifluoromethyl)quinolin-5-yl)cyclohexylamine COCCN[C@H]1C[C@H](C[C@H](C1)C1=C2C=CC=NC2=C(C=C1)C(F)(F)F)C